C1(CC=CC=C1)(C1=CC=CC=C1)N(C1=CC=C(C=C1)C1=CC=C(C=C1)N(C1=CC=CC=C1)C1(CC=CC=C1)C1=CC=CC=C1)C1=CC=CC=C1 N,N'-Bis-(1-biphenylyl)-N,N'-Bis-phenyl-(1,1'-biphenyl)-4,4'-diamine